methyl 6-{[5-(methylcarbamoyl)-4-(phenylamino)pyridin-2-yl]amino}pyridine-3-carboxylate CNC(=O)C=1C(=CC(=NC1)NC1=CC=C(C=N1)C(=O)OC)NC1=CC=CC=C1